FC(C(=O)O)(F)F.N1C[C@H](CC1)CO (3S)-pyrrolidin-3-ylmethanol trifluoroacetic acid salt